iron(III) chloride iron (III) [Fe+3].[Fe](Cl)(Cl)Cl